COC(C[C@H](NC(N[C@H](COC(N(CC(C)C)CC(C)C)=O)CCCC)=O)C1=CC2=C(OCO2)C=C1)=O (8S,12S)-12-(1,3-benzodioxol-5-yl)-8-butyl-4-isobutyl-2-methyl-5,10-dioxo-6-oxa-4,9,11-triazatetradecane-14-oic acid methyl ester